ClC=1C=C(C=C(C1)Cl)C1=NOC(C1)(C(=O)N[C@@H]1C[C@@H](OC1)C(=O)OC)C=C |o1:16,18| methyl rel-(2R,4R)-4-[[3-(3,5-dichlorophenyl)-5-vinyl-4H-isoxazole-5-carbonyl] amino]tetrahydrofuran-2-carboxylate